C(CCCCCCC)OC(CCCCCCC/C=C/CCO)OCCCCCCCC (3E)-12,12-dioctyloxy-3-dodecen-1-ol